C1(CC1)C[C@@H](C(=O)O)N(C(=O)OC)C1C2=CC=CC=C2C=2C=CC=CC12 (2S)-3-cyclopropyl-2-(9H-fluoren-9-yl-methoxycarbonyl-amino)propanoic acid